CN1C(=NC2=C1C=C(C=C2)C2=CC=C(CN(C(=O)C1CCCCC1)C=1C=C(C=CC1)/C=C/C(=O)OC)C=C2)C methyl (E)-3-(3-(N-(4-(1,2-dimethyl-1H-benzo[d]imidazol-6-yl)benzyl)cyclohexanecarboxamido)phenyl)acrylate